Cl.FC(C1=CC=C(C=C1)N1CC(CC2=CC=CC=C12)CN)(F)F (1-(4-(trifluoromethyl)phenyl)-1,2,3,4-tetrahydroquinolin-3-yl)methylamine hydrochloride